NC1=C(C(=NN1C(C(F)(F)F)C)C1=C2C(=C(N=C1)CNC(C1=C(C=CC(=C1)F)OC)=O)NC=C2)C#N N-((4-(5-Amino-4-cyano-1-(1,1,1-trifluoropropan-2-yl)-1H-pyrazol-3-yl)-1H-pyrrolo[2,3-c]pyridin-7-yl)methyl)-5-fluoro-2-methoxybenzamide